FC1(CNC1)C(=O)N(C)C 3-fluoro-N,N-dimethylazetidine-3-carboxamide